C(=O)(O)CC=1C(=C(C(=O)NC=2C=C(C=CC2)CC(=O)O)C=C(C1)O)O (3-(3-(carboxymethyl)-2,5-dihydroxybenzamido)phenyl)acetic acid